N'-Benzyl-N-[[4-[[(2-pyridinylmethyl)amino]methyl]phenyl]methyl]-N-(5,6,7,8-tetrahydro-8-quinolinyl)-urea C(C1=CC=CC=C1)NC(N(C1CCCC=2C=CC=NC12)CC1=CC=C(C=C1)CNCC1=NC=CC=C1)=O